2-((4-(6-((4-chloro-2-fluorobenzofuran-7-yl)methoxy)pyridin-2-yl)cyclohex-3-en-1-yl)methyl)-3-((1-(cyanomethyl)cyclopropyl)methyl)-3H-imidazo[4,5-b]pyridine-5-carboxylic acid ClC1=CC=C(C2=C1C=C(O2)F)COC2=CC=CC(=N2)C2=CCC(CC2)CC2=NC=1C(=NC(=CC1)C(=O)O)N2CC2(CC2)CC#N